N-benzyloxycarbonyl-O-t-butyl-L-seryl-O-t-butyl-L-serine methyl ester COC([C@@H](NC([C@@H](NC(=O)OCC1=CC=CC=C1)COC(C)(C)C)=O)COC(C)(C)C)=O